[Si](C)(C)(C(C)(C)C)OC1=CC=C(C=C1)[C@@H]1NC(OC1(C)C)=O (S)-4-(4-tert-butyldimethylsilyloxyphenyl)-5,5-dimethyloxazolidinone